O1C(CC(=O)C=2CCCCC12)=C1CC=CC=C1 2',5,7,8-tetrahydroflavone